tert-butyl (S)-4-((2,2-difluoro-6-(4-(methoxycarbonyl)-2-((2-methoxyethyl)amino)phenyl)-7-azaspiro[3.5]nonan-7-yl)methyl)-5-methoxy-7-methyl-1H-indole-1-carboxylate FC1(CC2(C1)C[C@H](N(CC2)CC2=C1C=CN(C1=C(C=C2OC)C)C(=O)OC(C)(C)C)C2=C(C=C(C=C2)C(=O)OC)NCCOC)F